O=C1NC(CCC1N1C(C2=CC(=C(C=C2C1=O)N1C2CN(CC1CC2)CC2CCN(CC2)CCOC2=CC=C(C=C2)C(=C(CC)C2=CC=CC=C2)C2=CC=CC=C2)F)=O)=O 2-(2,6-dioxopiperidin-3-yl)-5-(3-((1-(2-(4-(1,2-diphenylbut-1-en-1-yl)phenoxy)ethyl)piperidin-4-yl)methyl)-3,8-diazabicyclo[3.2.1]octan-8-yl)-6-fluoroisoindoline-1,3-dione